4-(6-((4-Chloro-2-fluorobenzyl)oxy)pyridin-2-yl)piperidin ClC1=CC(=C(COC2=CC=CC(=N2)C2CCNCC2)C=C1)F